FC=1C(=C(C(=O)O)C=C(C1F)C=C)NC1=CC=CC=C1 3,4-difluoro-2-(phenylamino)-5-vinylbenzoic acid